CC1(COC1)COC1=CC2=C(N(C=N2)C2=NC3=C(C=CC=C3C=C2)N2CC(C2)NC(OC(C)(C)C)=O)C=C1 tert-butyl (1-(2-(5-((3-methyloxetan-3-yl)methoxy)-1H-benzo[d]imidazol-1-yl)quinolin-8-yl)azetidin-3-yl)carbamate